(4-Ethyl-3-(hydroxymethyl)-5-oxo-4,5-dihydro-1H-1,2,4-triazol-1-yl)-3-Fluoro-8-isopropyl-6-(o-tolyl)-1,6-naphthyridin-5(6H)-one C(C)N1C(=NN(C1=O)C1=NC=2C(=CN(C(C2C=C1F)=O)C1=C(C=CC=C1)C)C(C)C)CO